FC(C1=C(C=CC(=C1)C(F)(F)F)[C@@H](C)N1N=CC(=C1)NC(=O)C=1N=NN(C1)C1=NC=CC=C1)(F)F (R)-N-(1-(1-(2,4-bis(trifluoromethyl)phenyl)ethyl)-1H-pyrazol-4-yl)-1-(pyridin-2-yl)-1H-1,2,3-triazole-4-carboxamide